[Cl-].CC=1C=C(CN2CN(C=C2)C)C=CC1 1-m-methylbenzyl-3-methylimidazole chloride